COC1(C=C(C(C(C1)(C)C)=O)C#N)C=1SC=CN1 3-methoxy-5,5-dimethyl-6-oxo-3-(1,3-thiazol-2-yl)cyclohex-1-ene-1-carbonitrile